4-(4-chloro-3-(cyclopentyloxy)phenoxy)-1H-1,2,3-triazole-5-carboxylic acid ClC1=C(C=C(OC=2N=NNC2C(=O)O)C=C1)OC1CCCC1